C(C)(C)(C)NC(CN(C=1C2=C(N=C(N1)C1=NC=CC(=C1)O[C@@H]1CN(CCC1)C)CCC2)C)=O N-tert-butyl-2-[methyl[2-(4-{[(3S)-1-methylpiperidin-3-yl]oxy}pyridin-2-yl)-5H,6H,7H-cyclopenta[d]pyrimidin-4-yl]amino]acetamide